tert-butyl (R)-3-((3-bromopyridin-2-yl)amino)piperidine-1-carboxylate BrC=1C(=NC=CC1)N[C@H]1CN(CCC1)C(=O)OC(C)(C)C